6-(1,3-oxathiolane-2-yl)naphthalene-2-ol O1C(SCC1)C=1C=C2C=CC(=CC2=CC1)O